C1(=CC=CC=C1)C1=C(C(=C(C=C1)C1=CC=CC=2OC3=C(C21)C=CC=C3)C3=NN=NC=C3)C3=CC=CC=C3 [di(phenyl)triazinylphenyl]dibenzofuran